1-(4-(2-(4-fluorobenzyl)-5,6,7,8-tetrahydrobenzo[4,5]thieno[2,3-d]pyrimidin-4-yl)piperazin-1-yl)prop-2-en-1-one FC1=CC=C(CC=2N=C(C3=C(N2)SC2=C3CCCC2)N2CCN(CC2)C(C=C)=O)C=C1